ClC=1C=C2CN(CC2=CC1C(F)(F)F)C(CC[C@@]1(C(NC(N1)=O)=O)C1CC1)=O (S)-5-(3-(5-chloro-6-(trifluoromethyl)isoindolin-2-yl)-3-oxopropyl)-5-cyclopropylimidazole-2,4-dione